CS(=O)(C)=NC1=CC=C(C=C1)NC1=NC=C(C(=N1)C1=CNC2=CC(=CC=C12)F)C N-[4-[[dimethyl(oxo)-λ6-sulfanylidene]amino]phenyl]-4-(6-fluoro-1H-indol-3-yl)-5-methyl-pyrimidin-2-amine